CC1[C@H](CCCC1)NC(OC(C)(C)C)=O tert-butyl (S)-4-methylcyclohex-3-ylcarbamate